(Z)-1-(4-amino-2-fluorobut-2-en-1-yl)-4-(1-methyl-3-(trifluoromethyl)-1H-pyrazole-5-yl)-1H-benzo[d]imidazole-6-carbonitrile hydrochloride Cl.NC\C=C(\CN1C=NC2=C1C=C(C=C2C2=CC(=NN2C)C(F)(F)F)C#N)/F